2-allyl-3,4,5,6-tetrafluoro-N,N-dimethylbenzenesulfonamide C(C=C)C1=C(C(=C(C(=C1F)F)F)F)S(=O)(=O)N(C)C